Cl.N[C@H](C(=O)O)CC1=CC=C(C=C1)C=1OC(=NN1)C1=CC=C(C=C1)Br (S)-2-amino-3-(4-(5-(4-bromophenyl)-1,3,4-oxadiazole-2-yl)phenyl)propionic acid hydrochloride